C1(CC1)C1=NC=NC(=C1C1=NN(C2=C1C=1C(=NC=NC1)N2)C)OC (4-cyclopropyl-6-methoxypyrimidin-5-yl)-1-methyl-1,8-dihydropyrazolo[4',3':4,5]pyrrolo[2,3-d]pyrimidine